C(CCCCCCCCC)(=O)Cl Caprinoyl chloride